6-(4-(4-(Cyclobutylmethyl)piperazin-1-yl)phenyl)-1,4-dimethyl-2-(4-(methylsulfonyl)phenyl)-1H-benzo[d]imidazol C1(CCC1)CN1CCN(CC1)C1=CC=C(C=C1)C=1C=C(C2=C(N(C(=N2)C2=CC=C(C=C2)S(=O)(=O)C)C)C1)C